dimethyl-thionamide CN(S=O)C